2-(3-(benzyloxy)piperidin-1-yl)-6-bromo-5-chlorothiazolo[4,5-b]pyridine C(C1=CC=CC=C1)OC1CN(CCC1)C=1SC=2C(=NC(=C(C2)Br)Cl)N1